ClC1=NC=C(C(=N1)N1CC(C1)(N1CC2(CC2(F)F)CCC1)CC#N)C 2-(1-(2-chloro-5-methylpyrimidin-4-yl)-3-(1,1-difluoro-5-azaspiro[2.5]octan-5-yl)azetidin-3-yl)acetonitrile